CC1C=C2C(=C(N=NC2=O)C2=CC(=CC=C2)[N+](=O)[O-])OC1=O 3-methyl-8-(3-nitrophenyl)pyrano[2,3-d]Pyridazine-2,5-dione